2-fluoro-N-(8-fluoro-6-oxo-1,4,5,6-tetrahydro-2H-pyrano[3,4-c]isoquinolin-1-yl)-N-methyl-4-((2-(trimethylsilyl)ethoxy)methyl)-4H-thieno[3,2-b]pyrrole-5-carboxamide FC1=CC=2N(C(=CC2S1)C(=O)N(C)C1COCC=2NC(C=3C=C(C=CC3C21)F)=O)COCC[Si](C)(C)C